C(C)(=O)OC[C@H]1O[C@@H]([C@@H]([C@@H]1F)OC(C)=O)N1C2=NC(=NC=C2N(C1=O)CC(F)(F)F)N |&1:7| ((2R,3R,4S,SR)-4-Acetoxy-5-(2-amino-8-oxo-7-(2,2,2-trifluoroethyl)-7,8-dihydro-9H-purin-9-yl)-3-fluorotetrahydrofuran-2-yl)methyl acetate